tert-Butyl 4-(4-((1-(2,6-Dioxopiperidin-3-yl)-2-oxo-1,2-dihydrobenzo[cd]indol-6-yl)methyl)-1H-pyrazol-1-yl)piperidine-1-carboxylate O=C1NC(CCC1N1C(C2=C3C(C(=CC=C13)CC=1C=NN(C1)C1CCN(CC1)C(=O)OC(C)(C)C)=CC=C2)=O)=O